FC=1C=C(C=CC1)CC(=O)NNC(=O)OC(C)(C)C tert-Butyl 2-(2-(3-fluorophenyl)acetyl)hydrazinecarboxylate